1,4-diazabicyclo[3.2.1]octane-4-carboxamide N12CCN(C(CC1)C2)C(=O)N